(2R,4S)-N-Boc-5-([1,1'-biphenyl]-4-yl)-4-amino-2-methyl-pentanoic acid C(=O)(OC(C)(C)C)N[C@@H](C[C@H](C(=O)O)C)CC1=CC=C(C=C1)C1=CC=CC=C1